1-{4-[(3-[4-(cyanomethoxy)phenyl]-1-{[2-(trimethylsilyl)ethoxy]methyl}-1H-pyrrolo[2,3-b]pyridin-4-yl)oxy]-3,5-difluorophenyl}-3-[(3-methyloxetan-3-yl)methyl]urea C(#N)COC1=CC=C(C=C1)C1=CN(C2=NC=CC(=C21)OC2=C(C=C(C=C2F)NC(=O)NCC2(COC2)C)F)COCC[Si](C)(C)C